O1C2=C(N(CC1)C(=O)[C@H]1NCC[C@H]1O)C=CC=C2 (3,4-dihydro-2H-benzo[b][1,4]oxazin-4-yl)[(2s,3r)-3-hydroxytetrahydro-1H-pyrrol-2-yl]methanone